C(C)OC(C(CC(C)(C)F)N=C(C1=CC=CC=C1)C1=CC=CC=C1)=O 2-(Diphenylmethyleneamino)-4-fluoro-4-methyl-pentanoic acid ethyl ester